C(OC)COC Dimethoxyethan